O=C1N(CC2=C(C=CC=C12)C=1C=C2C=CC(NC2=CC1)=O)CC(C#N)=C 2-{[1-oxo-4-(2-oxo-1,2-dihydroquinolin-6-yl)-2,3-dihydro-1H-isoindol-2-yl]methyl}prop-2-enenitrile